COC[C@@H](CCCO)O[Si](C(C)C)(C(C)C)C(C)C D-5-methoxy-4-triisopropylsilanyloxy-pentan-1-ol